C(C)(C)(C)OC([C@H](NC(=O)OCC1C2=CC=CC=C2C=2C=CC=CC12)COCC1=CC=CC=C1)=O N-[(9H-fluoren-9-yl)methoxycarbonyl]-O-(benzyl)-D-serine tert-butyl ester